(2-aminoethyl)aminoethanesulfonic acid sodium salt [Na+].NCCNC(C)S(=O)(=O)[O-]